O=C1CC=C(CC1)C[C@H](C)NC(OC(C)(C)C)=O tert-butyl (S)-(1-(4-oxocyclohex-1-en-1-yl)propan-2-yl)carbamate